[N-[2-(biphenyl-4-yl)-1(S)-(1H-tetrazol-5-yl)ethyl]amino]methylphosphonic acid C1(=CC=C(C=C1)C[C@@H](C1=NN=NN1)NCP(O)(O)=O)C1=CC=CC=C1